BrC=1N(C=C(N1)C(=O)OC)CC1=NC=C(C=N1)Cl methyl 2-bromo-1-[(5-chloropyrimidin-2-yl)methyl]imidazole-4-carboxylate